C(C)(=O)OC(C(=O)NC1=CC(=C(C=C1)C=1C=NC(=CC1)N)C)C1=CC(=CC(=C1)F)F 2-((4-(6-aminopyridin-3-yl)-3-methylphenyl)amino)-1-(3,5-difluorophenyl)-2-oxoethyl acetate